ClC1=NN2C(N=CC3=C2[C@](C[C@H]3C(=O)NC=3C=NC(=C(C3)Cl)N3N=CC=N3)(C=3C=NN(C3)C)C)=C1 (6R,8R)-2-chloro-N-(5-chloro-6-(2H-1,2,3-triazol-2-yl)pyridin-3-yl)-8-methyl-8-(1-methyl-1H-pyrazol-4-yl)-7,8-dihydro-6H-cyclopenta[e]pyrazolo[1,5-a]pyrimidine-6-carboxamide